OCC1=CC=C(C=C1)NC([C@H](CCCNC(=O)N)NC([C@H](C(C)C)NC(OC(C)(C)C)=O)=O)=O tert-butyl ((S)-1-(((s)-1-((4-(hydroxymethyl)phenyl)amino)-1-oxo-5-ureidopentan-2-yl)amino)-3-methyl-1-oxobutan-2-yl)carbamate